pyridin-4-yl-6H-isochromeno[4,3-d]pyrimidin-4-amine N1=CC=C(C=C1)C=1N=C(C2=C(N1)C=1C=CC=CC1CO2)N